(S)-2-(1-methyl-7-oxo-1,7-dihydro-6H-pyrrolo[2,3-d]pyridazin-6-yl)-N-(1-(4-(trifluoromethyl)phenyl)ethyl)acetamide CN1C=CC2=C1C(N(N=C2)CC(=O)N[C@@H](C)C2=CC=C(C=C2)C(F)(F)F)=O